N1C(C2(C3=CC=CC=C13)CC2)=O spiro[cyclopropan-1,3'-indolin]-2'-on